C(C)(C)(C)OC(=O)N1CC=2N(CC1)N=C(C2C2=CC=NC=C2)C2=CC=C(C=C2)Cl.ClC=2C=CC=C1C(C=C(OC21)C2=C(C=C(C=C2)O)OCC)=O 8-chloro-2-(2-ethoxy-4-hydroxy-phenyl)chromen-4-one tert-butyl-2-(4-chlorophenyl)-3-(pyridin-4-yl)-6,7-dihydropyrazolo[1,5-a]pyrazine-5(4H)-carboxylate